3-Amino-7-chloro-4-(7-fluoro-1H-indazol-4-yl)-1H-1,5-naphthyridin-2-one NC=1C(NC2=CC(=CN=C2C1C1=C2C=NNC2=C(C=C1)F)Cl)=O